(6-aminopyridine-2-yl) (1-methylpiperidin-4-yl) ketone dihydrochloride Cl.Cl.CN1CCC(CC1)C(=O)C1=NC(=CC=C1)N